[SiH3]N([SiH3])[SiH3] N,N-disilyl-silanylamine